2-chloro-N-(1-methyl-1H-tetrazol-5-yl)-3-(methylsulfanyl)-4-(trifluoromethyl)benzamide ClC1=C(C(=O)NC2=NN=NN2C)C=CC(=C1SC)C(F)(F)F